tert-butyl (2-(thiophen-3-yl)ethyl)carbamate S1C=C(C=C1)CCNC(OC(C)(C)C)=O